propyl-L-histidyl-L-tryptophyl-L-seryl-L-tyrosyl-D-tryptophyl-L-leucyl-L-arginyl-N-ethyl-L-prolinamide C(CC)N[C@@H](CC1=CNC=N1)C(=O)N[C@@H](CC1=CNC2=CC=CC=C12)C(=O)N[C@@H](CO)C(=O)N[C@@H](CC1=CC=C(C=C1)O)C(=O)N[C@H](CC1=CNC2=CC=CC=C12)C(=O)N[C@@H](CC(C)C)C(=O)N[C@@H](CCCNC(N)=N)C(=O)N1[C@@H](CCC1)C(=O)NCC